N-((3-nitro-4-(((4-(3-oxetanyl)morpholin-2-yl)methyl)amino)phenyl)sulfonyl)benzamide [N+](=O)([O-])C=1C=C(C=CC1NCC1CN(CCO1)C1COC1)S(=O)(=O)NC(C1=CC=CC=C1)=O